N6-Acetyl-2',3',5'-tri-O-acetyladenosine C(C)(=O)NC=1C=2N=CN([C@H]3[C@H](OC(C)=O)[C@H](OC(C)=O)[C@@H](COC(C)=O)O3)C2N=CN1